C1(=CC=CC=C1)[C@@H]1N=C2SCCN2C1 (S)-6-phenyl-2,3,5,6-tetrahydro-imidazo[2,1-B]thiazole